[Si](C)(C)(C(C)(C)C)OCC(CCOC=1C=C2C=CC(=CC2=CC1)/C=C/C(=O)OCCCC)CO[Si](C)(C)C(C)(C)C butyl (E)-3-[6-[4-[tert-butyl(dimethyl)silyl]oxy-3-[[tert-butyl(dimethyl)silyl]oxymethyl]butoxy]-2-naphthyl]prop-2-enoate